5-chloro-2-(cyclopropylmethyl)thiazolo[5,4-b]pyridine ClC1=CC=C2C(=N1)SC(=N2)CC2CC2